4-hydroxy-[1,1':4',1''-terphenyl]-3-carboxylic acid OC1=C(C=C(C=C1)C1=CC=C(C=C1)C1=CC=CC=C1)C(=O)O